N-[2-chloro-3-(4,4,5,5-tetramethyl-1,3,2-dioxaborolan-2-yl)phenyl]-4,5,6,7-tetrahydropyrazolo[1,5-a]pyrazine-2-carboxamide ClC1=C(C=CC=C1B1OC(C(O1)(C)C)(C)C)NC(=O)C1=NN2C(CNCC2)=C1